3-(2,6-difluoro-3,5-dimethoxyphenyl)-7-(1,3-dimethyl-1H-pyrazol-4-yl)-1-((2-ethoxypyridin-4-yl)methyl)-3,4-dihydropyrido[4,3-d]pyrimidin-2(1H)-one FC1=C(C(=C(C=C1OC)OC)F)N1C(N(C2=C(C1)C=NC(=C2)C=2C(=NN(C2)C)C)CC2=CC(=NC=C2)OCC)=O